FC1([C@H]2[C@@H](NC1)CN(C2)C2CC(C2)C(=O)OC(C)(C)C)F tert-Butyl 3-((cis)-3,3-difluorohexahydropyrrolo[3,4-b]pyrrol-5(1H)-yl)cyclobutanecarboxylate